FC1=CC2=C(SC(=C2C)S(=O)(=O)NC2=C(C=C(C=C2)C=2SC=C(N2)CO)S(=O)(=O)C)C=C1 5-fluoro-N-[4-(4-hydroxymethylthiazol-2-yl)-2-methylsulfonylphenyl]-3-methylbenzo[b]thiophene-2-sulfonamide